OC1=C(C(=CC(=C1C)O)O)C(CCC)=O 1-(2,4,6-Trihydroxy-3-methylphenyl)butan-1-one